5-(3-methyl-3H-pyrrolo[2,3-c]isoquinolin-8-yl)-2-(piperidin-4-ylethynyl)thiazole CN1C=CC2=C1N=CC=1C=CC(=CC21)C2=CN=C(S2)C#CC2CCNCC2